N[C@@H](CO)CC(C)C (R)-2-amino-4-methylpentanol